ClC=1C=C(C(=NC1)OC1=CC=C(C=C1)C=1C=NC(NC1)=O)F 5-(4-(5-chloro-3-fluoropyridin-2-yloxy)phenyl)pyrimidin-2(1H)-one